BrCC12CC(C1)(C2)N2C(N1[C@@H](CN(CC1)C(=O)OCCCC)C2)=O butyl (R)-2-(3-(bromomethyl)bicyclo[1.1.1]pentan-1-yl)-3-oxohexahydroimidazo[1,5-a]pyrazine-7(1H)-carboxylate